bis(2,5-dimethylcyclopentyl)cyclopentylmethoxysilane CC1C(C(CC1)C)[SiH](OCC1CCCC1)C1C(CCC1C)C